ClC1=C(C=CC(=C1)F)NC(=O)C1=CN=C(S1)N1CCC(CC1)N1C[C@@H](CCC1)C N-(2-chloro-4-fluorophenyl)-2-[(3R)-3-methyl[1,4'-bipiperidin]-1'-yl]-1,3-thiazole-5-carboxamide